NC1=NC(N(C=C1)[C@@H]1O[C@@H]([C@H](C1(F)F)O)CO[Si](C1=CC=CC=C1)(C1=CC=CC=C1)C(C)(C)C)=O 4-amino-1-((2R,4R,5R)-5-(((tert-butyldiphenylsilyl)oxy)methyl)-3,3-difluoro-4-hydroxytetrahydrofuran-2-yl)pyrimidin-2(1H)-one